FC=1C=2CCCC2C(=C2CCCC12)NC(=O)N=[S@@](=O)(NC)C=1SC=C(C1)C(C)(C)O (R)-N'-((8-fluoro-1,2,3,5,6,7-hexahydro-s-indacen-4-yl)carbamoyl)-4-(2-hydroxypropan-2-yl)-N-methylthiophene-2-sulfonimidamide